BrC=1C=CC(=C2C=NN(C12)CC(F)F)Cl 7-bromo-4-chloro-1-(2,2-difluoroethyl)-1H-indazol